6-[4-(1-tert-butoxycarbonyl-1,2,3,6-tetrahydro-pyridin-4-yl)-3-methyl-phenylcarbamoyl]-3,4-dihydro-1H-isoquinoline-2-carboxylic acid tert-butyl ester C(C)(C)(C)OC(=O)N1CC2=CC=C(C=C2CC1)C(NC1=CC(=C(C=C1)C=1CCN(CC1)C(=O)OC(C)(C)C)C)=O